ClC=1C=C(C=CC1Cl)C=1N=NN(C1)CC1=CC=C(C=N1)C=1OC(=NN1)C(F)F 2-(6-((4-(3,4-dichlorophenyl)-1H-1,2,3-triazol-1-yl)methyl)pyridin-3-yl)-5-(difluoromethyl)-1,3,4-oxadiazole